BrC/C=C/F (E)-3-bromo-1-fluoropropene